FC1=CC=C(C=C1)[C@@H](C)NC=1N=NC(=CN1)C=1C=NC=C(C1)S(=O)(=O)C (R)-N-(1-(4-fluorophenyl)ethyl)-6-(5-(methylsulfonyl)pyridin-3-yl)-1,2,4-triazin-3-amine